CC1=C2NC(=NC2=NC(N1[2H])([2H])[2H])S 6-methyl-mercaptopurine-d3